Methyl (4-phenylbutanoyl)glycinate C1(=CC=CC=C1)CCCC(=O)NCC(=O)OC